Propanedinitrile C(CC#N)#N